1-(6-bromo-1,2,3,4-tetrahydronaphthalen-2-yl)pyrrolidine hydrochloride Cl.BrC=1C=C2CCC(CC2=CC1)N1CCCC1